ClC1=C(C=NN(C1=O)CC1=NC(=NO1)C[C@H](O)C1=CC=C(C=C1)Cl)CC#N (S)-2-(5-chloro-1-((3-(2-(4-chlorophenyl)-2-hydroxyethyl)-1,2,4-oxadiazol-5-yl)methyl)-6-oxo-1,6-dihydropyridazin-4-yl)acetonitrile